(R)-1-(4-cyano-3-fluorophenyl)-3-(isoquinolin-4-yl)-2-oxoimidazolidine-4-carbonitrile C(#N)C1=C(C=C(C=C1)N1C(N([C@H](C1)C#N)C1=CN=CC2=CC=CC=C12)=O)F